N#COP(O)(=O)N(P(OC)(O)=O)P(OC)(O)=O nitrilo(nitrilo)tri(methylphosphonic acid)